1-([1,1'-biphenyl]-4-yl)-2-(bis(2-hydroxyethenyl)amino)-2-methyl-propan-1-one C1(=CC=C(C=C1)C(C(C)(C)N(C=CO)C=CO)=O)C1=CC=CC=C1